N-[[1-[4-[(5-cyclopentyl-1H-pyrazol-3-yl)amino]pyrimidin-2-yl]-4,4-difluoro-pyrrolidin-3-yl]methyl]carbamic acid tert-butyl ester C(C)(C)(C)OC(NCC1CN(CC1(F)F)C1=NC=CC(=N1)NC1=NNC(=C1)C1CCCC1)=O